(S)-N-(4-(3'-(dimethylcarbamoyl)-[1,1'-biphenyl]-3-yl)thiazol-2-yl)-1-(5-methyl-1-(methylsulfonyl)-1H-pyrrole-3-carbonyl)azetidine-2-carboxamide CN(C(=O)C=1C=C(C=CC1)C1=CC(=CC=C1)C=1N=C(SC1)NC(=O)[C@H]1N(CC1)C(=O)C1=CN(C(=C1)C)S(=O)(=O)C)C